4-Bromooxazolo[5,4-c]pyridine-5-oxide BrC1=[N+](C=CC2=C1OC=N2)[O-]